4-[(3-chloro-4-fluorophenyl)amino]-7-methoxy-6-{3-[(1R,6S)-2,5-dioxo-8-azabicyclo[4.3.0]nonan-8-yl]propoxy}quinazoline ClC=1C=C(C=CC1F)NC1=NC=NC2=CC(=C(C=C12)OCCCN1C[C@H]2C(CCC([C@H]2C1)=O)=O)OC